4-bromo-5-fluoro-2-(piperazin-1-yl)benzonitrile BrC1=CC(=C(C#N)C=C1F)N1CCNCC1